CC1=C(C(=NO1)C1=CC=CC=C1)C1=CC=C(C=C1)S(=O)(=O)O 4-(5-Methyl-3-phenyl-4-isoxazolyl)benzenesulfonic acid